OC(C(=O)N)C1=CC=C(C=C1)OC 2-hydroxy-2-(4-methoxyphenyl)acetamide